2-[(2'-acetyl-2',3'-dihydro-1'H-spiro[cyclopropane-1,4'-isoquinolin]-7'-yl)amino]-6-(2-chloro-6-fluorophenyl)imidazo[1,2-a]pyrimido[5,4-e]pyrimidin-5(6H)-one C(C)(=O)N1CC2=CC(=CC=C2C2(C1)CC2)NC=2N=CC=1C(N(C=3N(C1N2)C=CN3)C3=C(C=CC=C3F)Cl)=O